C(CCCC)C1=CC=C(C=CC(=O)NC=2C(C(=O)O)=CC=CC2)C=C1 N-(p-amyl-cinnamoyl)anthranilic Acid